5-(2-chlorophenyl)-7-fluoro-3-((2-methoxyethyl)amino)-4H-benzo[e][1,2,4]thiadiazine 1,1-dioxide ClC1=C(C=CC=C1)C1=CC(=CC2=C1NC(=NS2(=O)=O)NCCOC)F